4-((1-(fluoromethyl)cyclopropyl)methyl)-4H-imidazo[4,5-d]thiazole-2-carboxylic acid FCC1(CC1)CN1C=NC2=C1N=C(S2)C(=O)O